C[Sn](N(C)C)(N(C)C)N(C)C methyl-tris(dimethylamino)tin